C(#N)C(C)(C)NC1=C2C=CN(C2=CC=C1)C(=O)OC(C)(C)C tert-butyl 4-((2-cyanopropan-2-yl)amino)-1H-indol-1-carboxylate